2-methylthio-thiazole CSC=1SC=CN1